FC(C1=CC=C(C(=O)C(=O)O)C=C1)(F)F 4-trifluoromethyl-benzoyl-formic acid